O=C1C=NC2=CC=C(C=C2N1)C(=O)O 3-oxo-3,4-dihydro-quinoxaline-6-carboxylic acid